C([C@@H](O)C)(=O)OCC(OC([C@@H](O)C)=O)COC([C@@H](O)C)=O Glycerol Tri-L-(+)-Lactate